3-(3-Fluorobicyclo[1.1.1]pentan-1-yl)-1-((4R,5S)-3,3,7,7-tetrafluoro-4-hydroxy-1-azaspiro[4.4]nonan-1-yl)propane-1,2-dione FC12CC(C1)(C2)CC(C(=O)N2CC([C@@H]([C@]21CC(CC1)(F)F)O)(F)F)=O